NC1=NC=CC=C1C1=NC=2C(=NC(=CC2)N2N=CC=C2)N1C=1C=C2CCC(C2=CC1)NC(C1=C(C=CC=C1)NC(\C=C\CN(C)C)=O)=O (E)-N-(5-(2-(2-aminopyridin-3-yl)-5-(1H-pyrazol-1-yl)-3H-imidazo[4,5-b]pyridin-3-yl)-2,3-dihydro-1H-inden-1-yl)-2-(4-(dimethylamino)but-2-enamido)benzamide